S,S-Dimethylsulfoximine CS(=O)(=N)C